5-(1-(1-(4-(5-(difluoromethyl)-1,3,4-oxadiazol-2-yl)phenyl)pentyl)-1H-1,2,3-triazol-4-yl)pyridin-2-amine FC(C1=NN=C(O1)C1=CC=C(C=C1)C(CCCC)N1N=NC(=C1)C=1C=CC(=NC1)N)F